BrCCC/C(=C/C(=O)OCC)/C ethyl (E)-6-bromo-3-methylhex-2-enoate